(3S)-4-[3-(2-chloro-6-methyl-4-pyridinyl)-2-(3-cyanophenyl)pyrazolo[1,5-a]pyrimidin-5-yl]morpholine-3-carboxylic acid ClC1=NC(=CC(=C1)C=1C(=NN2C1N=C(C=C2)N2[C@@H](COCC2)C(=O)O)C2=CC(=CC=C2)C#N)C